benzyl (3S)-3-({6-[(tert-butoxycarbonyl)amino]hexyl}oxy)pyrrolidine-1-carboxylate C(C)(C)(C)OC(=O)NCCCCCCO[C@@H]1CN(CC1)C(=O)OCC1=CC=CC=C1